(quinoxalin-6-ylmethyl)pyridin-3-amine N1=CC=NC2=CC(=CC=C12)CC1=NC=CC=C1N